1-Methyl-2-propylpyrrolidinium cyanid [C-]#N.C[NH+]1C(CCC1)CCC